(S)-1-(tert-butyl) 3-methyl 3-aminopyrrolidine-1,3-dicarboxylate N[C@@]1(CN(CC1)C(=O)OC(C)(C)C)C(=O)OC